4-amino-7-{(1R)-1-[1-(2,5-difluorophenyl)-1H-1,2,3-triazol-4-yl]propyl}-5-[2-(trifluoromethyl)pyrimidin-5-yl]pyrrolo[2,1-f][1,2,4]triazine-6-carbonitrile NC1=NC=NN2C1=C(C(=C2[C@@H](CC)C=2N=NN(C2)C2=C(C=CC(=C2)F)F)C#N)C=2C=NC(=NC2)C(F)(F)F